NC1=NC=NN2C1=C(C(=N2)C2=CC=C(C=C2)NC(\C=C\CN(C)C)=O)C2=CC(=C(C=C2)OC2=NC(=CC=C2)C)F (E)-N-(4-(4-amino-5-(3-fluoro-4-((6-methylpyridin-2-yl)oxy)phenyl)pyrazolo[5,1-f][1,2,4]triazin-6-yl)phenyl)-4-(dimethylamino)but-2-enamide